amino-2-(3,5-dichloro-4-((5-(isopropyl(methyl)amino)-6-oxo-1,6-dihydropyridin-3-yl)oxy)phenyl)-1,2,4-triazine-3,5(2H,4H)-dione NN1C(N(N=CC1=O)C1=CC(=C(C(=C1)Cl)OC1=CNC(C(=C1)N(C)C(C)C)=O)Cl)=O